2-[2,3-difluoro-4-(4,4,5,5-tetramethyl-1,3,2-dioxaborolan-2-yl)phenoxy]pyridine FC1=C(OC2=NC=CC=C2)C=CC(=C1F)B1OC(C(O1)(C)C)(C)C